C(=O)(O)CN[C@@H](CS)C(=O)O Carboxymethylcystein